FC=1C=C(C(=C(N)C1)C1=C(C=NN1)C)C 5-fluoro-3-methyl-2-(4-methyl-1H-pyrazol-5-yl)aniline